ClC=1C=CC(=C2C=NNC(C12)=O)CC1CC2(CN(C2)CCCC=2C=NNC(C2C(F)F)=O)C1 8-chloro-5-((2-(3-(5-(difluoromethyl)-6-oxo-1,6-dihydropyridazin-4-yl)propyl)-2-azaspiro[3.3]heptan-6-yl)methyl)phthalazin-1(2H)-one